C(C)(C)(C)OC(=O)N1CC(CC1)OCCCCC(CCC=1C(=NC=CC1)Cl)=O 3-((7-(2-chloropyridin-3-yl)-5-oxoheptyl)oxy)pyrrolidine-1-carboxylic acid tert-butyl ester